lanthanum oxyhydride O.[La]